DIHYDROPYRIMIDINE-2,4(1H,3H)-DIONE N1C(NC(CC1)=O)=O